2-(3-(2-(4-(tert-butoxycarbonyl)piperazin-1-yl)ethoxy)phenyl)acetic acid C(C)(C)(C)OC(=O)N1CCN(CC1)CCOC=1C=C(C=CC1)CC(=O)O